CC1=C(CNC(=O)C(=O)N)C=CC(=C1)C N-(2-methyl-4-methylbenzyl)oxamide